C(CCCCCCCCC)OC(C=1C(N)=CC=CC1)=O Decylanthranilate